COC1=C(C=C(C(=C1)C)OC)CC(C)=NO 1-(2,5-dimethoxy-4-methylphenyl)propan-2-one oxime